1-chloro-1,1,3,3,5,5-hexamethylhexane ClC(CC(CC(C)(C)C)(C)C)(C)C